C1(=CC=CC=C1)C(C1(N=CNC1(C)C)C)C1=CC=CC=C1 diphenyl-tetramethyl-imidazole